5-(trifluoromethyl)-1,2,4-oxadiazol-3-yl(phenyl)ethan-1-on FC(C1=NC(=NO1)CC(=O)C1=CC=CC=C1)(F)F